OCC[NH3+] 2-hydroxyethylammonium